(R)-4-(6-methyl-6,7-dihydro-5H-pyrazolo[5,1-b][1,3]oxazin-3-yl)-7-((5-(4-methylpiperazin-1-yl)pyridin-2-yl)amino)isoindolin-1-one C[C@@H]1CN2C(OC1)=C(C=N2)C2=C1CNC(C1=C(C=C2)NC2=NC=C(C=C2)N2CCN(CC2)C)=O